N12CCCC(C(C1)=O)C2 1-Azabicyclo[3.2.1]octan-6-one